ClC1=C2C=C(N(C2=CC(=C1Cl)OCC=1N(C=CN1)COCC[Si](C)(C)C)C)C(=O)N[C@@]1(COCC1)C1=CC=C(C(=O)OCC)C=C1 |r| 1-(±)-Ethyl 4-(3-(4,5-dichloro-1-methyl-6-((1-((2-(trimethylsilyl)ethoxy) methyl)-1H-imidazol-2-yl) methoxy)-1H-indole-2-carboxamido)tetrahydrofuran-3-yl)benzoate